4-(5-((S)-2-methylazetidin-1-yl)-1-(tetrahydro-2H-pyran-2-yl)-1H-pyrazolo[4,3-d]pyrimidin-7-yl)benzamide C[C@@H]1N(CC1)C=1N=C(C2=C(N1)C=NN2C2OCCCC2)C2=CC=C(C(=O)N)C=C2